{9-[(3-fluorophenyl)methyl]-5-carbamoyl-2-methyl-carbazol-4-yl}oxyacetic acid FC=1C=C(C=CC1)CN1C2=CC=CC(=C2C=2C(=CC(=CC12)C)OCC(=O)O)C(N)=O